1-Phenyl-2-[3-[7'-(4,4,5,5-tetramethyl-1,3,2-dioxaborolan-2-yl)-9,9'-spirobi[fluorene]-2'-yl]phenyl]benzimidazole C1(=CC=CC=C1)N1C(=NC2=C1C=CC=C2)C2=CC(=CC=C2)C2=CC1=C(C=C2)C2=CC=C(C=C2C12C1=CC=CC=C1C=1C=CC=CC21)B2OC(C(O2)(C)C)(C)C